isopropyl ((S)-(((R)-1-(2-(ethoxymethyl)-4-(triphenylmethylamino)-1H-imidazo[4,5-c]quinolin-1-yl) propan-2-yl) oxy) (phenoxy) phosphoryl)-L-alaninate C(C)OCC=1N(C2=C(C(=NC=3C=CC=CC23)NC(C2=CC=CC=C2)(C2=CC=CC=C2)C2=CC=CC=C2)N1)C[C@@H](C)O[P@](=O)(OC1=CC=CC=C1)N[C@@H](C)C(=O)OC(C)C